4-(5-((4-Nitrophenoxy)methyl)-2-(trifluoromethyl)oxazolidin-3-yl)-2-(trifluoromethyl)benzonitril [N+](=O)([O-])C1=CC=C(OCC2CN(C(O2)C(F)(F)F)C2=CC(=C(C#N)C=C2)C(F)(F)F)C=C1